4-chloro-2-(methoxymethyl)-8-(trifluoromethyl)quinazoline ClC1=NC(=NC2=C(C=CC=C12)C(F)(F)F)COC